6-oxa-1-azaspiro[3.4]octane hemioxalate C(C(=O)O)(=O)O.N1CCC12COCC2.N2CCC21COCC1